7-[4-Methyl-2-(1,3-thiazol-2-yl)-5-[(1S,2S,6R,8S)-2,9,9-trimethyl-3,5-dioxa-4-boratricyclo[6.1.1.02,6]decan-4-yl]phenyl]cinnolin-4-amine CC1=CC(=C(C=C1B1O[C@]2([C@@H]3C([C@H](C[C@H]2O1)C3)(C)C)C)C3=CC=C1C(=CN=NC1=C3)N)C=3SC=CN3